CC(=C(C(=O)N)C)C Dimethyl-Methyl-Acrylamide